COC[C@H](C)N1C(=CC2=C1N=C(N=C2)NC=2C(=NN(C2)C([2H])([2H])[2H])O[C@H]2[C@@H](OC2)C)C#N 7-[(1S)-2-methoxy-1-methyl-ethyl]-2-[[3-[(trans)-2-methyloxetan-3-yl]oxy-1-(methyl-d3)pyrazol-4-yl]amino]pyrrolo[2,3-d]pyrimidine-6-carbonitrile